2-chloro-N-(4-(difluoromethyl)-5-(oxazol-5-yl)-6-oxo-1,6-dihydropyridin-2-yl)-8,8-dimethyl-7,8-dihydro-6H-cyclopenta[e]pyrazolo[1,5-a]pyrimidine-6-carboxamide ClC1=NN2C(N=CC3=C2C(CC3C(=O)NC=3NC(C(=C(C3)C(F)F)C3=CN=CO3)=O)(C)C)=C1